ClC=1C(=CC(=C(CN2[C@@H](CCCC2)C(=O)OC)C1)C)\C=C\C1=NC=CC(=C1C#N)C1=C(C(=CC=C1)NC(C1=NC=C(C=C1)CO)=O)C methyl (S,E)-1-(5-chloro-4-(2-(3-cyano-4-(3-(5-(hydroxymethyl)picolinamido)-2-methylphenyl)pyridin-2-yl)vinyl)-2-methylbenzyl)piperidine-2-carboxylate